1-(2-(isoxazol-3-ylamino)-2-oxoethyl)-4-methoxy-1-(2-((2-(methoxycarbonyl)-4-methylthiophen-3-yl)amino)-2-oxoethyl)piperidin-1-ium O1N=C(C=C1)NC(C[N+]1(CCC(CC1)OC)CC(=O)NC1=C(SC=C1C)C(=O)OC)=O